C(C(C)(C)C)(=O)OCN1N=NC(=C1)C1CN(C1)C1=NOC(C1)C=1C=NC(=NC1)NC1CC2=CC(=C(C=C2C1)F)F (4-(1-(5-(2-((5,6-difluoro-2,3-dihydro-1H-inden-2-yl)amino)pyrimidine-5-yl)-4,5-dihydroisoxazol-3-yl)azetidin-3-yl)-1H-1,2,3-triazol-1-yl)methyl pivalate